3-methyl-N-((R)-1-(naphthalen-1-yl)ethyl)-6-((((R)-pyrrolidin-2-yl)methyl)amino)picolinamide 2,2,2-trifluoroacetate FC(C(=O)O)(F)F.CC=1C(=NC(=CC1)NC[C@@H]1NCCC1)C(=O)N[C@H](C)C1=CC=CC2=CC=CC=C12